CN1OC(C2C1C(CC(C2)(CC=C(C)C)C)C)(C)C 1,3,3,5,7-Pentamethyl-5-(3-methylbut-2-en-1-yl)octahydrobenzo[c]isoxazol